amino-butanoic acid NC(C(=O)O)CC